1-(((2-(dimethylamino) ethoxy) (hydroxy) phosphoryl) oxy)-3-hydroxy-propan-2-yl (9Z,12Z)-octadeca-9,12-dienoate C(CCCCCCC\C=C/C\C=C/CCCCC)(=O)OC(COP(=O)(O)OCCN(C)C)CO